(S)-N-(7-bromo-4-cyano-8-fluorochroman-4-yl)-2-methylpropane-2-sulfinamide BrC1=CC=C2C(CCOC2=C1F)(C#N)N[S@@](=O)C(C)(C)C